isoquinoline-1,3(2H)-dione C1(NC(CC2=CC=CC=C12)=O)=O